C(C)C=1C(NC2=CC(=CN=C2C1)CN1CCN(CC1)C=1C=NC=2N(C1)C=NC2NC)=O 3-ethyl-7-((4-(8-(methylamino)imidazo[1,5-a]pyrimidin-3-yl)piperazin-1-yl)methyl)-1,5-naphthyridin-2(1H)-one